tetrahydro-2H-benzo[b]azepin-2-one N1C2=C(CCCC1=O)C=CC=C2